4-(1,1-difluoro)ethyl-2-nitrotoluene tert-Butyl-(4-chloro-3-fluoro-2-((3S)-3-formyl-5-oxo-1,2,3,5,8,8a-hexahydroindolizin-7-yl)phenyl)carbamate C(C)(C)(C)N(C(O)=O)C1=C(C(=C(C=C1)Cl)F)C1=CC(N2[C@@H](CCC2C1)C=O)=O.FC(C)(F)C1=CC(=C(C)C=C1)[N+](=O)[O-]